C(CCC)N(C1=CC=C(C=C1)C)CCO N-butyl-N-β-hydroxyethyl-p-toluidine